ClC1=CC=C2C(=NC(N(C2=C1)C1=CC(=CS1)C=O)=O)N(C)C 5-(7-chloro-4-(dimethylamino)-2-oxoquinazolin-1(2H)-yl)thiophene-3-carbaldehyde